Tert-butyl ((1R,5S)-3-((R)-6-(6-chloro-1H-pyrrolo[2,3-b]pyridin-4-yl)-7-methyl-5,6,7,8-tetrahydropyrido[4,3-d]pyrimidin-4-yl)-3-azabicyclo[3.2.1]octan-8-yl)carbamate ClC1=CC(=C2C(=N1)NC=C2)N2CC1=C(N=CN=C1N1C[C@H]3CC[C@@H](C1)C3NC(OC(C)(C)C)=O)C[C@H]2C